COCC1=NC=CC(=C1)C1=NSC(=N1)\C(\C)=N\[S@](=O)C(C)(C)C (R,E)-N-[1-[3-[2-(methoxymethyl)-4-pyridyl]-1,2,4-thiadiazol-5-yl]ethylidene]-2-methyl-propane-2-sulfinamide